C1(CC1)C1=C(C=CC=C1OC)C(C(=O)O)N1CC(C1)OCCCCCC1=NC=2NCC(CC2C=C1)O 2-(2-cyclopropyl-3-methoxyphenyl)-2-(3-(5-(6-hydroxy-5,6,7,8-tetrahydro-1,8-naphthyridin-2-yl)pentyloxy)azetidin-1-yl)acetic acid